C1(=CC=CC=C1)S(=O)(=O)N1CCN(CC1)CC1=C2C(=NC=3C=CC=CC13)C1=CC3=C(C(N1C2)=O)COC(C3)=O 11-((4-(phenylsulfonyl)piperazin-1-yl)methyl)-1,12-dihydro-14H-pyrano[3',4':6,7]indolizino[1,2-b]quinoline-3,14(4H)-dione